ClC=1C2=C(N=CN1)N(C(=C2)Cl)C2=CC=C(C=C2)C2COCC(N2C(=O)OC(C)(C)C)(C)C tert-Butyl 5-(4-(4,6-dichloro-7H-pyrrolo[2,3-d]pyrimidin-7-yl)phenyl)-3,3-dimethylmorpholine-4-carboxylate